C(C)[C@H]1N(C[C@@H](N(C1)C=1C=2N=C(N(C2N(C(N1)=O)C)C[C@H]1OCC[C@H]1O)C)C)[C@@H](CC)C1=CC=C(C=C1)C(F)(F)F 6-((2S,5R)-5-Ethyl-2-methyl-4-((S)-1-(4-(trifluoromethyl)phenyl)propyl)piperazin-1-yl)-9-(((2R,3R)-3-hydroxytetrahydrofuran-2-yl)methyl)-3,8-dimethyl-3,9-dihydro-2H-purin-2-one